FC(C1=CC=C(C=2C=NNC12)C(=O)OC)(F)F methyl 7-(trifluoromethyl)-1H-indazole-4-carboxylate